1-((2r,3r,4r,5r)-3,4-diacetoxy-5-(acetoxymethyl)tetrahydrofuran-2-yl)-3-(tetradecylcarbamoyl)pyridin-1-ium C(C)(=O)O[C@H]1[C@@H](O[C@@H]([C@H]1OC(C)=O)COC(C)=O)[N+]1=CC(=CC=C1)C(NCCCCCCCCCCCCCC)=O